ClC1=C(C(=O)O)C(=C(C(=N1)Cl)F)I 2,6-dichloro-5-fluoro-4-iodonicotinic acid